C(#N)C=1C2=C(N(N=C2C=C(C1)C=1C=NN(C1)CC1(CC1)O)C)C1=CC(=C(C(=O)NCC2(CC2)F)C(=C1)OC)OC(F)F 4-[4-cyano-6-[1-[(1-hydroxycyclopropyl)methyl]pyrazol-4-yl]-2-methylindazol-3-yl]-2-(difluoromethoxy)-N-[(1-fluorocyclopropyl)methyl]-6-methoxybenzamide